C(C)(C)(C)OC(=O)N1C(N(C2=C1C=CC=C2)C\C=C\B2OC(C(O2)(C)C)(C)C)=O (E)-2-oxo-3-(3-(4,4,5,5-tetramethyl-1,3,2-dioxaborolan-2-yl)allyl)-2,3-dihydro-1H-benzo[d]Imidazole-1-carboxylic acid tert-butyl ester